5-bromo-6-methoxy-pyridine-2,3-diamine BrC=1C=C(C(=NC1OC)N)N